3-bromo-N-[2-(2,4-dichlorophenyl)-2,2-difluoroethyl]isonicotinamide BrC1=C(C(=O)NCC(F)(F)C2=C(C=C(C=C2)Cl)Cl)C=CN=C1